6-(3-(imidazo[1,2-a]pyridin-3-yl)piperazin-1-yl)-2-isopropyl-9H-purine N=1C=C(N2C1C=CC=C2)C2CN(CCN2)C2=C1N=CNC1=NC(=N2)C(C)C